(R)-N-(Pentan-3-Yl)-2-(3-(3-((1-Phenylethyl)Carbamoyl)-1H-Pyrazol-5-Yl)Phenyl)Oxazole-5-Carboxamide CCC(CC)NC(=O)C1=CN=C(O1)C1=CC(=CC=C1)C1=CC(=NN1)C(N[C@H](C)C1=CC=CC=C1)=O